tert-butyl 8-methoxy-1,3,4,5-tetrahydropyrido[4,3-b]indole-2-carboxylate COC1=CC=2C3=C(NC2C=C1)CCN(C3)C(=O)OC(C)(C)C